FC(OC=1C=C(C=CC1N1N=C(C=2C=NC(=CC21)NC2=NC=CNC2=O)NCCN2CCOCC2)NS(=O)(=O)CCC)F N-(3-(difluoromethoxy)-4-(3-((2-morpholinoethyl)amino)-6-((3-oxo-3,4-dihydropyrazin-2-yl)amino)-1H-pyrazolo[4,3-c]pyridin-1-yl)phenyl)propane-1-sulfonamide